3-(5-((4-(4-(4-chloro-1,2-bis(4-hydroxyphenyl)but-1-en-1-yl)phenyl)piperazin-1-yl)methyl)-1-oxoisoindolin-2-yl)piperidine-2,6-dione ClCCC(=C(C1=CC=C(C=C1)O)C1=CC=C(C=C1)N1CCN(CC1)CC=1C=C2CN(C(C2=CC1)=O)C1C(NC(CC1)=O)=O)C1=CC=C(C=C1)O